N[C@H]1C[C@H](CC1)NC=1C=2N(N=CC1C(=NC1=C(C=CC(=C1)F)Cl)N)C=C(C2)C=2C(=NNC2)C(C)C 4-[[(cis)-3-aminocyclopentyl]amino]-N'-(2-chloro-5-fluoro-phenyl)-6-(3-isopropyl-1H-pyrazol-4-yl)pyrrolo[1,2-b]pyridazine-3-carboxamidine